NC(C(=O)O)CC1(CC(=CC(=C1)CP(=O)(O)O)C1=CC=CC=C1)N (+/-)-α-amino-3-(3-amino-5-phosphonomethyl-[1,1'-biphenyl]-3-yl)propanoic acid